2-Fluoro-N,N-dimethyl-3-nitro-benzamide FC1=C(C(=O)N(C)C)C=CC=C1[N+](=O)[O-]